2-Amino-7-fluoro-4-[5-fluoro-3-[[(2S,4S)-1-methyl-4-(trifluoromethyl)pyrrolidin-2-yl]methoxy]-7,9-dihydrofuro[3,4-f]quinazolin-6-yl]thieno[3,2-c]pyridine-3-carbonitrile NC1=C(C=2C(=NC=C(C2S1)F)C=1C2=C(C=3C=NC(=NC3C1F)OC[C@H]1N(C[C@H](C1)C(F)(F)F)C)COC2)C#N